6-Bromo-4-(4-(difluoromethoxy)phenyl)-2-ethoxythiazolo[4,5-b]pyridin-5(4H)-one BrC1=CC2=C(N(C1=O)C1=CC=C(C=C1)OC(F)F)N=C(S2)OCC